C(C)(C)(C)OC(NCC1(CC=CC=C1)C1BOOC1)=O N-(1-(4,5-dioxaborolan-2-yl)benzyl)carbamic acid tert-butyl ester